BrCCO[C@H](CO[C@@H](C)C1=NC=CC=C1B(O)O)C (2-((S)-1-((S)-2-(2-bromoethoxy)propoxy)ethyl)pyridin-3-yl)boronic acid